CS(=O)CCCCCCCCC(=O)N The molecule is a monocarboxylic acid amide that is nonanamide acid in which one of the methyl hydrogens at position 9 has been replaced by a methylsulfinyl group. It has a role as a plant metabolite. It is a monocarboxylic acid amide and a sulfoxide. It derives from a nonanoic acid.